C[Si](C)(C)CCCCC trimethylsilyl-pentane